ClC1=CC=C(C=C1)C1OC(=C(C1=O)OS(=O)(=O)CC1=C(C=C(C=C1)F)F)N 2-(4-chlorophenyl)-4-[[2,4-difluorophenylmethylsulfonyl]oxy]-5-amino-3(2H)-furanone